COCC1=CC(=NC=C1)N 4-(Methoxymethyl)pyridin-2-amine